C(C=C)(=O)N1CC(CCC1)N1N=C(C(=C1)C(=O)N)C1=CC=C(C=C1)S(=O)(=O)C1=CC=CC=C1 1-(1-acryloylpiperidine-3-yl)-3-(4-(phenylsulfonyl)phenyl)-1H-pyrazole-4-carboxamide